3,5-dimethylpyridin-4-amine CC=1C=NC=C(C1N)C